N[C@@](C(=O)O)(C(O)([2H])[2H])[2H] |r| racemic-2-amino-2,3,3-trideutero-3-hydroxy-propanoic acid